C(C)(C)(C)OC(=O)N(C1CCN(CC12CC2)C2=CC=C(C=1N=CC=NC21)C(=O)OC)CC methyl 8-[8-[tert-butoxycarbonyl(ethyl)amino]-5-azaspiro[2.5]octan-5-yl]quinoxaline-5-carboxylate